CCCCCCCCCC/C=C\CCCCCCCCCC(=O)OCC ethyl cetoleate